16-chloro-22,24-difluoro-17-methoxy-19,19-dioxo-8,12-dioxa-19λ6-thia-20-azatetracyclo[19.3.1.114,18.02,7]hexacosa-1(25),2,4,6,14,16,18(26),21,23-nonaen-13-one ClC=1C=C2C(OCCCOC3=CC=CC=C3C=3C(=CC(=C(NS(C(C1OC)=C2)(=O)=O)C3)F)F)=O